FC=1C=C(C=CC1OB(O)O)C1=CC(=CC=C1)F (3,3'-difluoro-[1,1'-biphenyl]-4-yl)boric acid